C(C)(=O)OCCC(NC1=C(C=C(C=C1)C)C(C1=CC=CC=C1)=O)=O 2-[(2-benzoyl-4-methylphenyl) carbamoyl]Ethyl acetate